3-Chlorophenetyl 2,4,6-tri-O-acetyl-3-azido-3-deoxy-1-thio-α-D-galactopyranoside C(C)(=O)O[C@H]1[C@@H](SC2=CC(=C(C=C2)OCC)Cl)O[C@@H]([C@@H]([C@@H]1N=[N+]=[N-])OC(C)=O)COC(C)=O